N-(3',4'-dimethoxy-2-(2-trityl-2H-tetrazol-5-yl)-[1,1'-biphenyl]-4-yl)hexahydrofuro[2,3-c]pyridine-6(2H)-carboxamide COC=1C=C(C=CC1OC)C1=C(C=C(C=C1)NC(=O)N1CC2C(CC1)CCO2)C=2N=NN(N2)C(C2=CC=CC=C2)(C2=CC=CC=C2)C2=CC=CC=C2